1-(4-Chloro-2-hydroxy-phenyl)-3-[3-(4-chloro-2-methyl-2H-pyrazol-3-yl)-4-(3-dimethylamino-propoxy)-phenyl]-urea ClC1=CC(=C(C=C1)NC(=O)NC1=CC(=C(C=C1)OCCCN(C)C)C=1N(N=CC1Cl)C)O